2-Allyloxymethylacrylic Acid C(C=C)OCC(C(=O)O)=C